C(C=C)(=O)N1C[C@H](C[C@@H]1COC)N1N=C(C(=C1NC)C(=O)N)C#CC1=CC2=C(N(C(=N2)C)CC)C=C1C#N 1-((3s,5r)-1-propenoyl-5-(methoxymethyl)pyrrolidin-3-yl)-3-((6-cyano-1-ethyl-2-methyl-1H-benzo[d]imidazol-5-yl)ethynyl)-5-(methylamino)-1H-pyrazole-4-carboxamide